5-[4-(benzo[d]isothiazol-3-yl)piperazin-1-yl]-1-[3-chloro-10,11-dihydro-5H-dibenzo[b,f]azepin-5-yl]pentan-1-one oxalate salt C(C(=O)O)(=O)O.S1N=C(C2=C1C=CC=C2)N2CCN(CC2)CCCCC(=O)N2C1=C(CCC3=C2C=CC=C3)C=CC(=C1)Cl